C(C1=CC=CC=C1)N1C(=NC=2N(C(N(C(C12)=O)CCCO)=O)C)OC1=C(C(=CC=C1)Cl)Cl 7-benzyl-8-(2,3-dichlorophenoxy)-1-(3-hydroxypropyl)-3-methyl-1H-purine-2,6(3H,7H)-dione